C(OC1=CC=C(C=C1)[N+](=O)[O-])(OC1(CCCC1)C(F)(F)F)=O 4-nitrophenyl (1-(trifluoromethyl) cyclopentyl) carbonate